C(=O)(O)CCC(=O)N1CC2=NC=C(C=C2C1)OC 6-(3-carboxypropanoyl)-3-methoxy-6,7-dihydro-5H-pyrrolo[3,4-b]pyridin